C(C1=CC=CC=C1)OC=1C=2N(C(=CC1)CC(=O)O)N=CN2 2-(8-(benzyloxy)-[1,2,4]triazolo[1,5-a]pyridin-5-yl)acetic acid